ClC=1C=C(C=CC1O)CC1CN(CCO1)C(=O)OC(C)(C)C tert-butyl 2-[(3-chloro-4-hydroxy-phenyl)methyl]morpholine-4-carboxylate